2-(4-{[(3r,5r)-1-ethyl-5-fluoropiperidin-3-yl]amino}-8-fluoropyrrolo[1,2-d][1,2,4]triazin-1-yl)-5-(trifluoromethoxy)phenol formate salt C(=O)O.C(C)N1C[C@@H](C[C@H](C1)F)NC1=NN=C(C=2N1C=CC2F)C2=C(C=C(C=C2)OC(F)(F)F)O